O1CC=C(C=C1)S(=O)(=O)N 2H-pyran-4-sulfonamide